3-(α-isocyanatoethyl)phenyl isocyanate N(=C=O)C(C)C=1C=C(C=CC1)N=C=O